6-((benzyloxy)methyl)-2-(trifluoromethyl)tetrahydro-2H-pyran-2-yl ethyl oxalate C(C(=O)OCC)(=O)OC1(OC(CCC1)COCC1=CC=CC=C1)C(F)(F)F